O[C@@H]1[C@H](CO[C@@H]([C@@H]1O)CO)NC1=NC(=CC(=N1)C(=O)OC)OC methyl 2-(((3S,4R,5R,6R)-4,5-dihydroxy-6-(hydroxymethyl)tetrahydro-2H-pyran-3-yl)amino)-6-methoxypyrimidine-4-carboxylate